[Cl-].CN1C=[NH+]C=C1 1-methyl-1H-imidazol-3-ium chloride